NC1=NC2=CC(=CC=C2C(=N1)N[C@@](CNC(=O)C=1C=NN(C1)C)(CCCC)C)F (R)-N-(2-((2-amino-7-fluoroquinazolin-4-yl)amino)-2-methylhexyl)-1-methyl-1H-pyrazole-4-carboxamide